C(C1=CC=CC=C1)NC(CC1=NC=C(C=C1)C1=CC=C(C=C1)NCC1CCNCC1)=O N-benzyl-2-(5-(4-((piperidin-4-ylmethyl)amino)phenyl)pyridin-2-yl)acetamide